N-(6-bromopyrazin-2-yl)-2-azabicyclo[3.1.0]Hexane-3-carboxamide hydrochloride Cl.BrC1=CN=CC(=N1)NC(=O)C1NC2CC2C1